BrC1=CC=C2C(CC3(CCN(CC3)CC=3OC(=NN3)C3=CC=C(C=C3)[N+](=O)[O-])OC2=C1)=O 7-bromo-1'-((5-(4-nitrophenyl)-1,3,4-oxadiazol-2-yl)methyl)spiro[chromane-2,4'-piperidin]-4-one